BrC1=CC(=C(C#N)C=C1)OC 4-bromo-2-methoxybenzonitrile